C(CCCCCCCCCC=CC=CCC)=O hexadeca-11,13-dienal